6-(2-((2-fluorophenyl)amino)-6,7-dihydrothiazolo[5,4-c]pyridin-5(4H)-yl)-4,5-dimethylpyridazine-3-carbonitrile FC1=C(C=CC=C1)NC=1SC=2CN(CCC2N1)C1=C(C(=C(N=N1)C#N)C)C